2,2,2-trifluoro-1-(3-(trifluoromethyl)phenyl)ethan-1-amine hydrochloride Cl.FC(C(N)C1=CC(=CC=C1)C(F)(F)F)(F)F